di(3,5-di-tert-butylphenyl) hydrogen phosphite P(OC1=CC(=CC(=C1)C(C)(C)C)C(C)(C)C)(OC1=CC(=CC(=C1)C(C)(C)C)C(C)(C)C)O